2-{[8-(4-methylpyridin-2-yl)-3-oxo-1H,2H,3H-benzo[e]isoindol-2-yl]methyl}prop-2-enamide CC1=CC(=NC=C1)C=1C=CC2=C(C=3CN(C(C3C=C2)=O)CC(C(=O)N)=C)C1